C(C#C)N1CNC2=NCNC=C12 7-(prop-2-yn-1-yl)-7,9-dihydro-1H-purine